FC(C(F)F)(OCCCOC(C(F)F)(F)F)F 1,3-bis(1,1,2,2-tetrafluoroethoxy)propane